ClC1=NN2C=3CCCN(C3C=NC2=C1)C1=CC=C(C=C1)[C@@H](C(F)(F)F)N(C(CN1CCNCC1)=O)C N-[(1S)-1-(4-{4-chloro-2,3,7,10-tetraazatricyclo[7.4.0.02,6]trideca-1(9),3,5,7-tetraen-10-yl}phenyl)-2,2,2-trifluoroethyl]-N-methyl-2-(piperazin-1-yl)acetamide